hydrazonothiazolidine C1CSC(=N1)NN